C(CCC)C(CCC(=O)OCC(COC(CCCN(C)C)=O)(COC(CCCCCCC)=O)COC(CCCCCCC)=O)C(CCCC)CCCC 3-((4-(Dimethylamino)butanoyl)oxy)-2,2-bis((octanoyloxy) methyl)propyl 4,5-dibutylnonanoate